1-((R)-3,3-difluoro-4-((6-fluoro-5-(1-((S)-2-fluoropropyl)-1H-benzo[d][1,2,3]triazol-6-yl)-4-methoxypyrrolo[2,1-f][1,2,4]triazin-2-yl)amino)piperidin-1-yl)ethan-1-one-2,2,2-d3 FC1(CN(CC[C@H]1NC1=NN2C(C(=N1)OC)=C(C(=C2)F)C=2C=CC1=C(N(N=N1)C[C@H](C)F)C2)C(C([2H])([2H])[2H])=O)F